5,7-di-tert-butyl-3-(4-Hydroxyphenyl)-benzofuran-2(3H)-one C(C)(C)(C)C=1C=C(C2=C(C(C(O2)=O)C2=CC=C(C=C2)O)C1)C(C)(C)C